4,6-bis-(2,4-dicumylphenoxy)-1,3-diaminobenzene C(C)(C)(C1=CC=CC=C1)C1=C(OC2=C(C=C(C(=C2)OC2=C(C=C(C=C2)C(C)(C)C2=CC=CC=C2)C(C)(C)C2=CC=CC=C2)N)N)C=CC(=C1)C(C)(C)C1=CC=CC=C1